(6R)-6-{[2-(4-methoxyphenyl)[1,2,4]triazolo[1,5-c]quinazolin-5-yl]amino}-1,4-diazepan-5-one COC1=CC=C(C=C1)C1=NN2C(=NC=3C=CC=CC3C2=N1)N[C@H]1C(NCCNC1)=O